C(C1=CC=CC=C1)C1=C(N=NN=N1)C benzyl-methyltetrazine